tert-butyl-5-norbornene tert-butyl-2-((3-(7,7,8,8,8-pentafluorooctyl)-1,2,4-oxadiazol-5-yl)methyl)acrylate C(C)(C)(C)OC(C(=C)CC1=NC(=NO1)CCCCCCC(C(F)(F)F)(F)F)=O.C(C)(C)(C)C12CCC(C=C1)C2